ClC=1C(=CC(=C(C1)N=C(C1=CC=CC=C1)C1=CC=CC=C1)F)COC1=CC=CC=C1 N-(5-chloro-2-fluoro-4-(phenoxymethyl)phenyl)-1,1-diphenylmethanimine